isoindoline-1,3-dione hydrochloride salt Cl.C1(NC(C2=CC=CC=C12)=O)=O